tert-butyl (3-((3-cyano-4-(((dimethylamino)methylene)amino)phenyl)amino)propyl)carbamate C(#N)C=1C=C(C=CC1N=CN(C)C)NCCCNC(OC(C)(C)C)=O